C1=CC=C(C=2OC3=C(C21)C=CC=C3)N(C3=CC(=CC=C3)C3=CC=CC=C3)C3=CC=C(C=C3)B(O)O [4-(N-dibenzofuran-4-yl-3-phenyl-anilino)phenyl]boronic acid